C(C)OC(C(CCC=C)(C(F)(F)F)O)=O 2-hydroxy-2-(trifluoromethyl)hex-5-enoic acid ethyl ester